FC12CCC(CC1)(C2)C(=O)O 4-fluorobicyclo[2.2.1]heptane-1-carboxylic acid